O[C@H](\C=C\CCCCCCCCCCCCCCCCCC)[C@H]1N(C(OC1)(C)C)C(=O)[O-] (4S)-4-[(E,1R)-1-hydroxyhenicosane-2-enyl]-2,2-dimethyl-oxazolidine-3-carboxylate